CC1C(NC2=C(O1)N=CC=C2)=O 3-methyl-1H-pyrido[2,3-b][1,4]oxazin-2(3H)-one